S1C(=NC=C1)C(C)(C=1SC=CN1)N1C=CC2=C(C=C(C=C12)C1=CN(C=2C(NC=CC21)=O)C)C(C)(C)O 3-(1-(1,1-di(thiazol-2-yl)ethyl)-4-(2-hydroxypropan-2-yl)-1H-indol-6-yl)-1-methyl-1,6-dihydro-7H-pyrrolo[2,3-c]pyridin-7-one